(R)-N-(4-(chlorodifluoromethoxy)phenyl)-4-methyl-6-(5-oxo-6,7-dihydro-5H-cyclopenta[b]pyridin-3-yl)-3,4-dihydro-1H-benzo[4,5]imidazo[2,1-c][1,4]oxazine-8-carboxamide ClC(OC1=CC=C(C=C1)NC(=O)C=1C=C(C2=C(N=C3COC[C@H](N32)C)C1)C=1C=C3C(=NC1)CCC3=O)(F)F